N[C@@]1(CN(CC1)C1=C(C=NC(=C1C1=CC(=CC(=C1)F)OC(F)F)C#N)C(=O)N[C@H](C(F)(F)F)C)C 4-[(3S)-3-amino-3-methylpyrrolidin-1-yl]-6-cyano-5-[3-(difluoromethoxy)-5-fluorophenyl]-N-[(2S)-1,1,1-trifluoropropan-2-yl]pyridine-3-carboxamide